CN(C1CCC(CC1)NC(C1=C(C=C(C(=C1)F)N1N=C2N(CCCC2)C1=O)O[C@H](C(F)(F)F)C)=O)C N-[4-(dimethylamino)cyclohexyl]-5-fluoro-4-(3-oxo-5,6,7,8-tetrahydro[1,2,4]triazolo[4,3-a]pyridin-2(3H)-yl)-2-{[(2S)-1,1,1-trifluoropropan-2-yl]oxy}benzamide